2,6-dimethyl-5-oxo-N-(pyridin-2-ylmethyl)-5,6-dihydro-1,6-naphthyridine-3-carboxamide CC1=NC=2C=CN(C(C2C=C1C(=O)NCC1=NC=CC=C1)=O)C